5-(5-((2-cyanoquinolin-4-yl)(methyl)amino)-2-methoxyphenyl)-N-hydroxypent-4-enamide C(#N)C1=NC2=CC=CC=C2C(=C1)N(C=1C=CC(=C(C1)C=CCCC(=O)NO)OC)C